C(CCCCCCCCCCCCCCCCC)(=O)NO stearamido hydroxide